C1(CC1)C1=CNC2=C(C=C(C=C12)F)C1=CC(=C2NC(C=3N(C2=C1C)C(=NN3)C)(C)C)F 8-(3-cyclopropyl-5-fluoro-1H-indol-7-yl)-6-fluoro-1,4,4,9-tetramethyl-5H-[1,2,4]triazolo[4,3-a]quinoxaline